(((ethoxycarbonyl)oxy)methyl)tetrahydrofuran-3,4-diyl diethyl bis(carbonate) C(OC1C(OCC1OC(OCC)=O)COC(=O)OCC)(OCC)=O